((2-amino-6-(trifluoromethyl)phenyl)amino)piperidine-1-carboxylate NC1=C(C(=CC=C1)C(F)(F)F)NC1N(CCCC1)C(=O)[O-]